2,2'-azobis[2-(1-(trimethoxysilylpropylcarbamoyl)-2-imidazolin-2-yl)propane] N(=NC(C)(C)C=1N(CCN1)C(NCCC[Si](OC)(OC)OC)=O)C(C)(C)C=1N(CCN1)C(NCCC[Si](OC)(OC)OC)=O